[Al].[Li].[K] Kalium-Lithium-Aluminium